FC1(C[C@@H](CNC1)NC=1C2=C(N=CN1)C(=CC(=N2)C2=CC=C(C=C2)OC)C(=O)N)F (S)-4-((5,5-difluoropiperidin-3-yl)amino)-6-(4-methoxyphenyl)pyrido[3,2-d]pyrimidine-8-carboxamide